2-(4-(2-(5-ethoxy-2-methyl-[1,2,4]triazolo[1,5-a]pyridin-7-yl)-3-isopropyl-1H-indol-5-yl)piperidin-1-yl)-N-methylacetamide C(C)OC1=CC(=CC=2N1N=C(N2)C)C=2NC1=CC=C(C=C1C2C(C)C)C2CCN(CC2)CC(=O)NC